1,1'-(2,3-difluoro-1,4-phenylene)bis(1H-imidazole) FC1=C(C=CC(=C1F)N1C=NC=C1)N1C=NC=C1